C1(CC1)S(=O)(=O)N1N=CC(=C1)C1=NC=CC(=N1)NC1=CC(=C(C=N1)C(=O)N1CCOCC1)NC(C)C (6-((2-(1-(cyclopropylsulfonyl)-1H-pyrazol-4-yl)pyrimidin-4-yl)amino)-4-(isopropylamino)pyridin-3-yl)(morpholino)methanone